ClC1=C(C=C2C(=N1)N(C=C2[C@@H](C(F)F)N)C2CCC2)F (S)-1-(6-chloro-1-cyclobutyl-5-fluoro-1H-pyrrolo[2,3-b]pyridin-3-yl)-2,2-difluoroethan-1-amine